4-[4-(5-fluoro-2-pyrimidinyl)-1-piperazinyl]-1-butanol FC=1C=NC(=NC1)N1CCN(CC1)CCCCO